(R)-5-methyl-4-oxo-5-(trifluoromethyl)-4,5-dihydrofuran-2-carboxylic acid C[C@@]1(C(C=C(O1)C(=O)O)=O)C(F)(F)F